dibutyl-amino-caprolactam C(CCC)C1C(C(=O)NCCC1)(N)CCCC